NC1=C(C(=CC(=C1)CC(C)C)CC(C)C)O 2-Amino-4,6-diisobutylphenol